[I-].FC(C12CC(C1)(C2)[Zn+])(F)F (3-(trifluoromethyl)bicyclo[1.1.1]pentan-1-yl)zinc iodide